ClC=1C=CC=2N=CN=C(C2N1)NC1=C(C(=CC=C1)F)F 6-chloro-N-(2,3-difluorophenyl)pyrido[3,2-d]pyrimidin-4-amine